CC1C(C(CNC1)N1C(C2=CC=CC=C2C1=O)=O)=O 2-(5-methyl-4-oxo-3-piperidinyl)isoindoline-1,3-dione